ClC=1C=C(C=CC1)[C@H](C(=O)N1[C@H]2CC([C@@H]([C@H]1C(=O)N[C@H](C[C@H]1C(NCC1)=O)C#N)CC2)(F)F)O (1R,3S,4R)-2-((R)-2-(3-chlorophenyl)-2-hydroxyacetyl)-N-((R)-1-cyano-2-((S)-2-oxopyrrolidin-3-yl)ethyl)-5,5-difluoro-2-azabicyclo[2.2.2]octane-3-carboxamide